tert-butyl (S)-7-(4-fluorobenzyl)-6-((2-(2-methoxyethoxy) ethyl) carbamoyl)-2-methyl-2,3-dihydro-1H-pyrido[2,3-b][1,4]oxazine-1-carboxylate FC1=CC=C(CC2=CC3=C(OC[C@@H](N3C(=O)OC(C)(C)C)C)N=C2C(NCCOCCOC)=O)C=C1